COC1=CC=C(C=2NC(=NC21)NC(=O)C2=CC=C(C=C2)C(=O)N(C)CCOC)C2=CC=CC=C2 N4-(4-methoxy-7-phenyl-1H-1,3-benzodiazol-2-yl)-N1-(2-methoxyethyl)-N1-methylbenzene-1,4-dicarboxamide